ClC1=C(C=C(C=C1OC)OC)C1=CC2=C(N=C(N=C2)NC2=NC=C(C=C2)CN2CCN(CC2)CC)N2C1=NN=C2 6-(2-chloro-3,5-dimethoxyphenyl)-N-(5-((4-ethylpiperazin-1-yl)methyl)pyridin-2-yl)-[1,2,4]triazolo[4',3':1,6]pyrido[2,3-d]pyrimidin-2-amine